N-{4-cyclopentyl-2-[2-(dimethylamino)ethoxy]phenyl}-2-[(1-methyl-1H-1,2,3,4-tetrazol-5-yl)sulfanyl]-5-nitrobenzamide C1(CCCC1)C1=CC(=C(C=C1)NC(C1=C(C=CC(=C1)[N+](=O)[O-])SC1=NN=NN1C)=O)OCCN(C)C